N-(6-(4-chlorophenyl)thiazolo[4,5-b]pyrazin-2-yl)-6-cyano-4-(2-methoxyphenyl)pyridine-3-carboxamide ClC1=CC=C(C=C1)C=1N=C2C(=NC1)N=C(S2)NC(=O)C=2C=NC(=CC2C2=C(C=CC=C2)OC)C#N